tert-butyl 3-(5-(2-(trifluoromethyl)phenyl)-1,3,4-thiadiazol-2-yl)piperidine-1-carboxylate FC(C1=C(C=CC=C1)C1=NN=C(S1)C1CN(CCC1)C(=O)OC(C)(C)C)(F)F